C(C)(=O)OC[C@@H](COC1=CC=C(C=C1)S(=O)(=O)C1=CC=C(C=C1)OC[C@@H](CCl)OC(C)=O)OC(C)=O (R)-3-(4-((4-((S)-2-acetoxy-3-chloropropoxy)phenyl)sulfonyl)phenoxy)propane-1,2-diyl diacetate